2-(Benzyloxy)-1-(2-fluoro-4-(5-(trifluoromethyl)-1,2,4-oxadiazol-3-yl)phenyl)ethan-1-on C(C1=CC=CC=C1)OCC(=O)C1=C(C=C(C=C1)C1=NOC(=N1)C(F)(F)F)F